COC1=CC=C(C=2C3=CC=C4C=CC=CC4=C3C=CC12)OC 1,4-dimethoxychrysene